N=1C=CN2C1C[C@@H](CC2)COC2=NC=CC(=C2)CNC=2C=C1C=CN=C(C1=CC2)N |o1:6| (R*)-N6-((2-((5,6,7,8-tetrahydroimidazo[1,2-a]pyridin-7-yl)methoxy)pyridin-4-yl)methyl)isoquinoline-1,6-diamine